N1-(4-amino-2-(tetrahydro-2H-pyran-2-yl)-2H-pyrazolo[4,3-c]pyridin-7-yl)-N2-methyl-N2-(1-(2-methyl-4-(trifluoromethyl)phenyl)ethyl)oxalamide NC1=NC=C(C=2C1=CN(N2)C2OCCCC2)NC(C(=O)N(C(C)C2=C(C=C(C=C2)C(F)(F)F)C)C)=O